FC1(C(CN(CC1)C(=O)OCC1=CC=CC=C1)C=1C=NC(=C(C1)CNC)OC)F benzyl 4,4-difluoro-3-(6-methoxy-5-((methylamino)methyl)pyridin-3-yl)piperidine-1-carboxylate